FC1(CN(CCC1OC1=C2C(=NC=NC2=CC(=C1)OC)NC1=CC(=C(C=C1)OC1=CC=2N(C=C1)C=CN2)C)C)F 5-((3,3-difluoro-1-methylpiperidin-4-yl)oxy)-N-(4-(imidazo[1,2-a]pyridin-7-yloxy)-3-methylphenyl)-7-methoxyquinazolin-4-amine